FC1=C(C(=CC=C1F)OC)NCC=1NC2=CC=CC=C2C1 (R)-(2,3-difluoro-6-methoxyphenyl)(1H-indol-2-yl)methylamine